[Cl-].[NH+]1=NC=CC2=CC=CC=C12 cinnolinium chloride salt